FC(C1=NC(=NC(=N1)C(F)(F)F)N1C(C=2NC3=CC=C(C=C3C2CC1)Cl)CC(C(=O)OC)C)(F)F methyl 3-(2-(4,6-bis(trifluoromethyl)-1,3,5-triazin-2-yl)-6-chloro-2,3,4,9-tetrahydro-1H-pyrido[3,4-b]indol-1-yl)-2-methylpropanoate